3,5-dichlorobenzyl 4-(((3-(1H-imidazol-5-yl)phenyl)amino)methyl)piperidine-1-carboxylate N1C=NC=C1C=1C=C(C=CC1)NCC1CCN(CC1)C(=O)OCC1=CC(=CC(=C1)Cl)Cl